FC(C(=O)O)(F)F.NCCC1=CC=C(C=C1)NC(=O)C1=C(C=C(C(=C1)OC)OC)NC(=O)C1=COC2=CC=C(C=C2C1=O)C N-(2-((4-(2-Aminoethyl)phenyl)carbamoyl)-4,5-dimethoxyphenyl)-6-methyl-4-oxo-4H-chromene-3-carboxamide trifluoroacetate